O[C@]1(C[C@H](NC1)C(=O)N1CCN(CC1)C(=O)C1=C(C=C(NC=2C=3N(C=CN2)C(=CN3)C=3C(=NN(C3)CC#N)C(F)(F)F)C=C1)C)C 2-[4-[8-[4-[4-[(2S,4S)-4-hydroxy-4-methylpyrrolidine-2-carbonyl]piperazine-1-carbonyl]-3-methylanilino]imidazo[1,2-a]pyrazin-3-yl]-3-(trifluoromethyl)pyrazol-1-yl]acetonitrile